5-((6-(1H-pyrazol-4-yl)imidazo[1,2-a]pyridin-8-yl)methoxy)-2-methoxyisonicotinaldehyde N1N=CC(=C1)C=1C=C(C=2N(C1)C=CN2)COC2=CN=C(C=C2C=O)OC